ClC=1N=C(N2N=C(N=CC21)S(=O)C)OC(C)C 5-chloro-7-isopropoxy-2-methanesulfinylimidazo[4,3-f][1,2,4]triazine